4-bromo-(2,2,2-trifluoroethoxy)pyridine BrC1=CC(=NC=C1)OCC(F)(F)F